C(C)CC(CC(=O)[O-])=O.C(C)CC(CC(=O)[O-])=O.C(C)CC(CC(=O)[O-])=O.[Al+3] aluminum di(ethylacetoacetate) mono(ethylacetoacetate)